diphenyl-N,N'-bis(α-naphthyl)-1,1'-biphenyl-4,4'-diamine C1(=CC=CC=C1)C=1C(=C(C=CC1NC1=CC=CC2=CC=CC=C12)C1=CC=C(C=C1)NC1=CC=CC2=CC=CC=C12)C1=CC=CC=C1